4-(4-hydroxy-2-oxo-1,2,3,4-tetrahydro-quinolin-3-yl)-piperidine-1-carboxylic acid tert-butyl ester C(C)(C)(C)OC(=O)N1CCC(CC1)C1C(NC2=CC=CC=C2C1O)=O